O=C1NC(CCC1C=1C=C(C=CC1)N1CCN(CC1)CCC(=O)OC(C)(C)C)=O Tert-butyl 3-(4-(3-(2,6-dioxopiperidin-3-yl)phenyl)piperazin-1-yl)propanoate